COC1=CC=2N(C=C1)N=CC2C(=O)OCC ethyl 5-methoxypyrazolo[1,5-a]pyridine-3-carboxylate